C(C)S(=O)(=O)C=1C=C(C=NC1N1CC=2C=NC(=CC2C1=O)C(F)(F)F)N(C(C)=O)C N-[5-ethylsulfonyl-6-[1-oxo-6-(trifluoromethyl)-3H-pyrrolo[3,4-c]pyridin-2-yl]-3-pyridyl]-N-methyl-acetamide